4-(6,8-dihydro-5H-7-oxa-1-azanaphth-3-ylamino)-2-[3-methoxy-4-(3-piperidinopropoxy)phenylamino]pyrimidine N1=CC(=CC=2CCOCC12)NC1=NC(=NC=C1)NC1=CC(=C(C=C1)OCCCN1CCCCC1)OC